C(=O)C1=C(C(=O)N2[C@H](CSCC2)COC2=C(C=O)C(=CC=C2)O)C=CC=C1O (S)-2-((4-(2-formyl-3-hydroxybenzoyl)thiomorpholin-3-yl)methoxy)-6-hydroxybenzaldehyde